3-(4-bromo-2-oxo-benzo[cd]indol-1-yl)piperidine BrC=1C=C2C3=C(C(N(C3=CC=C2)C2CNCCC2)=O)C1